6-((Z)-(amino(methylamino)methylene)amino)-N-((5-(1-fluoroethyl)pyridin-2-yl)methyl)-N-((R)-1-(2-fluorophenyl)ethyl)nicotinamide N/C(/NC)=N/C1=NC=C(C(=O)N([C@H](C)C2=C(C=CC=C2)F)CC2=NC=C(C=C2)C(C)F)C=C1